ClC=1C=CC(=C(C1)N1C(C2N(C(C1)=O)C(CC2)C(=O)OCC(=O)C=2C(=NC(=CC2)NC(C)=O)F)=O)[N+](=O)[O-] 2-(6-Acetamido-2-fluoropyridin-3-yl)-2-oxoethyl 2-(5-chloro-2-nitrophenyl)-1,4-dioxooctahydropyrrolo[1,2-a]pyrazine-6-carboxylate